ClC=1C=C(C=CC1Cl)C1CN(CCC1)C(C#CCCOC)=O 1-(3-(3,4-dichlorophenyl)piperidin-1-yl)-5-methoxypent-2-yn-1-one